C(#N)C1=CC(=CC2=C1SC(=C2)C(=O)O)OC(C)C 7-cyano-5-isopropoxy-benzo[b]thiophene-2-carboxylic acid